NC1=C(C=NC(=C1)C(=O)OC)C1CC2(CC(C2)(F)F)CCN1CC1=C2C=CN(C2=C(C=C1OC)C)C(=O)OC(C)(C)C tert-Butyl 4-({6-[4-amino-6-(methoxycarbonyl)pyridin-3-yl]-2,2-difluoro-7-azaspiro[3.5]nonan-7-yl}methyl)-5-methoxy-7-methylindole-1-carboxylate